CC1=NN2C(CN(CC2)C(=O)N)=C1C(=O)N methyl-6,7-dihydropyrazolo[1,5-a]pyrazine-3,5(4H)-dicarboxamide